ClC1=CC=C(C=C1)C(C(CN1N=C(N=C1)C(F)(F)F)(C)C)=NN 1-(3-(4-chlorophenyl)-3-hydrazinylidene-2,2-dimethylpropyl)-3-(trifluoromethyl)-1H-1,2,4-triazole